C(CCC)OC1=CC=C(C=C1)NC1=CC=C(CN(C(CN2CCN(CC2)C)=O)O)C=C1 N-(4-((4-Butoxyphenyl)amino)benzyl)-N-hydroxy-2-(4-methylpiperazin-1-yl)acetamide